N1(N=CC=C1)C=1C=C(C(=O)N)C=CC1 3-pyrazol-1-yl-benzamide